OC(=O)C(F)(F)F.C(C=C)(=O)N1CC(C1)CCN1C(C=CC2=C1N=CN=C2)=O 8-(2-(1-acryloylazetidin-3-yl)ethyl)pyrido[2,3-d]pyrimidin-7(8H)-one TFA salt